FC(C=1C=C(C=C(C1)C(F)(F)F)C1N(C=CC=C1)C(=O)OC)(F)F methyl 2-(3,5-bis(trifluoromethyl)phenyl)pyridine-1(2H)-carboxylate